CC1=C(C=CC=C1NC=1N=CC=C2C=C(C=NC12)CN1CCCC1)C1=C(C(=CC=C1)C=1SC=2CNCCC2N1)C (R)-1-((8-((2,2'-Dimethyl-3'-(4,5,6,7-tetrahydrothiazolo[5,4-c]pyridin-2-yl)-[1,1'-biphenyl]-3-yl)amino)-1,7-naphthyridin-3-yl)methyl)pyrrolidin